FC1=CC(=C(C=C1)C1=NC=C(C=N1)CCN)OC=1C=NN(C1)CC(F)(F)F 2-[2-[4-fluoro-2-[1-(2,2,2-trifluoroethyl)pyrazol-4-yl]oxyphenyl]pyrimidin-5-yl]ethanamine